ClC=1C=C(C=2N(N1)C(=CN2)C(C)C)NC2=CC(=CC=C2)C(F)(F)F 6-chloro-3-isopropyl-N-(3-(trifluoromethyl)phenyl)imidazo[1,2-b]pyridazin-8-amine